FC=1C=C(C(=O)NC(CC2=CC=C(C=C2)O)C=2N=NN(C2)[C@@H](CC(=O)NO)CC2=CNC3=CC=CC=C23)C=CC1F 3,4-Difluoro-N-[1-[1-[(1R)-3-(hydroxyamino)-1-(1H-indol-3-ylmethyl)-3-oxo-propyl]triazol-4-yl]-2-(4-hydroxyphenyl)ethyl]benzamid